4-cyclohexyl-N-(2,4-dimethoxybenzyl)benzene-sulfonamide C1(CCCCC1)C1=CC=C(C=C1)S(=O)(=O)NCC1=C(C=C(C=C1)OC)OC